CNC(=S)N/N=C(\C)/C1=NC=CC=C1 (E)-N-methyl-2-(1-(pyridin-2-yl)ethylidene)hydrazine-1-carbothioamide